Cl.FC=1C=C(C=CC1N1CCNCC1)NC1C(NC(CC1)=O)=O 3-((3-fluoro-4-(piperazin-1-yl)phenyl)amino)piperidine-2,6-dione hydrochloride